C(C)OC(CC1=CC=C(C=C1)CC(=O)O)=O 4-benzenediacetic acid ethyl ester